ClC1=C(COC=2C(=NC=C(C2)C=2C=C3C(=CNC3=CC2)CN2CCOCC2)N)C(=CC=C1F)F 3-(2-chloro-3,6-difluoro-benzyloxy)-5-(3-morpholin-4-ylmethyl-1H-indol-5-yl)-pyridin-2-ylamine